N1(CCOCC1)C=1C=CC=2C3(C4=CC=C(C=C4OC2C1)N1CCOCC1)NC(C1=CC=CC=C13)=O 3',6'-dimorpholinylspiro[isoindoline-1,9'-xanthen]-3-one